2-(3,3-Dimethoxycyclopentyl)acetic acid methyl ester COC(CC1CC(CC1)(OC)OC)=O